N[C@H]1C2N(CC1CC2)C(=O)C=2C=C(C1=C(SC(=C1C)C=1N(C3=CC(=CC=C3C1)C1=CC=C3CNC(C3=C1)=O)CC1CC1)C2)OC 6-(2-(6-((7R)-7-amino-2-azabicyclo[2.2.1]heptane-2-carbonyl)-4-methoxy-3-methylbenzo[b]thiophen-2-yl)-1-(cyclopropylmethyl)-1H-indol-6-yl)isoindolin-1-one